N-(3-(1-(piperidin-4-yl)-1H-benzo[d]imidazol-6-yl)-1H-pyrazol-5-yl)-4-((1-methylpiperidin-4-yl)amino)benzamide N1CCC(CC1)N1C=NC2=C1C=C(C=C2)C2=NNC(=C2)NC(C2=CC=C(C=C2)NC2CCN(CC2)C)=O